ClC1=C(N(N=C1)C)C1(CC1)C(=O)NC(C(=O)O)CCN(CCCCC1=NC=2NCCCC2C=C1)CCOCC 2-[[1-(4-chloro-2-methyl-pyrazol-3-yl)cyclopropanecarbonyl]amino]-4-[2-ethoxyethyl-[4-(5,6,7,8-tetrahydro-1,8-naphthyridin-2-yl)butyl]amino]butanoic acid